2-[[2-cyclopropyl-5-(3-hydroxyazetidin-1-yl)-7-methyl-pyrazolo[1,5-a]pyridin-3-yl]-methyl-amino]-4-(4-fluorophenyl)thiazole-5-carbonitrile C1(CC1)C1=NN2C(C=C(C=C2C)N2CC(C2)O)=C1N(C=1SC(=C(N1)C1=CC=C(C=C1)F)C#N)C